2-phenylbenzo[d]thiazole C1(=CC=CC=C1)C=1SC2=C(N1)C=CC=C2